C(C)C1=CC=C(C=C1)CCC1=NOC(=N1)CC(C(=O)O)=C 2-((3-(4-ethylphenylethyl)-1,2,4-oxadiazol-5-yl)methyl)acrylic acid